C(C1=CC=CC=C1)OC(=O)NC1C2(CC2)CCCN(C1)C(=O)OCC1=CC=CC=C1 Benzyl 4-(((benzyloxy) carbonyl) amino)-6-azaspiro[2.6]nonane-6-carboxylate